(R)-tert-butyl-((6-chloro-2,3-dihydro-[1,4]dioxino[2,3-e]benzofuran-3-yl)methoxy)dimethylsilane C(C)(C)(C)[Si](C)(C)OC[C@@H]1OC=2C=C(C3=C(C=CO3)C2OC1)Cl